(4-aminophenyl)-3-bromoimidazo[1,5-a]pyrazin-8-amine NC1=CC=C(C=C1)C=1N=C(N2C1C(=NC=C2)N)Br